3-(cyclopropylmethoxy)thiophene-2-carbaldehyde C1(CC1)COC1=C(SC=C1)C=O